C3-acetyl-7-(4-ethylpiperazin-1-yl)-4-methyl-2H-chromen-2-one C(C)(=O)C=1C(OC2=CC(=CC=C2C1C)N1CCN(CC1)CC)=O